acetic acid (2R,3R,4S,5R)-2-(4-amino-5-bromo-2-oxopyrimidin-1(2H)-yl)-4-(benzyloxy)-5-((benzyloxy) methyl)-5-methyltetrahydrofuran-3-yl ester NC1=NC(N(C=C1Br)[C@@H]1O[C@]([C@H]([C@H]1OC(C)=O)OCC1=CC=CC=C1)(C)COCC1=CC=CC=C1)=O